C[C@@H]1O[C@@H](CN(C1)C=1C=CC=2N(N1)C(=CN2)C2=CC=C(C=C2)CC#N)C 2-(4-(6-((2S,6R)-2,6-dimethylmorpholino)imidazo[1,2-b]pyridazin-3-yl)phenyl)acetonitrile